C(C)(C)(C)P(C1=NC2=CC=CC=C2N=C1P(C)C(C)(C)C)C (+)-2,3-bis(t-butylmethylphosphino)quinoxaline